3,4-dihydro-2H-benzo[b][1,4]thiazine-1-oxide S1(C2=C(NCC1)C=CC=C2)=O